OC1(CCN(CC1)[C@H]1[C@@H](CCC1)OC=1C=C2CN(C(C2=CC1)=O)C1C(NC(CC1)=O)=O)C 3-(5-(((1R,2R)-2-(4-hydroxy-4-methylpiperidin-1-yl)cyclopentyl)oxy)-1-oxoisoindolin-2-yl)piperidine-2,6-dione